acryloxypropylphosphonium choline OCC[N+](C)(C)C.C(C=C)(=O)OCCC[PH3+]